CC1=C(C=C(C=C1)NC1CC(C1)C(=O)O)C1=NOC(=N1)C(C)C1=CC=CC2=CC=CC=C12 3-((4-Methyl-3-(5-(1-(naphthalen-1-yl)ethyl)-1,2,4-oxadiazol-3-yl)phenyl)amino)cyclobutane-1-carboxylic acid